O=C1NC(CCC1N1C(C2=CC=CC(=C2C1=O)CCCCCC(=O)NC1=CC(=CC=C1)C1=CC=2[C@H]3[C@@H]([C@@H](NC2C=C1)CO)CCN3S(=O)(=O)C3=CC=C(C)C=C3)=O)=O 6-(2-(2,6-dioxopiperidin-3-yl)-1,3-dioxoisoindolin-4-yl)-N-(3-((3aR,4R,9bR)-4-(hydroxymethyl)-1-tosyl-2,3,3a,4,5,9b-hexahydro-1H-pyrrolo[3,2-c]quinolin-8-yl)phenyl)hexanamide